(3S)-4-[2-(tert-butylamino)-2-oxoethoxy]-3-(9H-fluoren-9-ylmethoxycarbonylamino)butyric acid C(C)(C)(C)NC(COC[C@H](CC(=O)O)NC(=O)OCC1C2=CC=CC=C2C=2C=CC=CC12)=O